CC1=C(C=C(C=C1)NC(=O)N1CC2C3CCC(C2C1)O3)C=3OC=C(N3)C octahydro-N-[4-methyl-3-(4-methyl-2-oxazolyl)phenyl]-4,7-epoxy-2H-isoindole-2-carboxamide